2-(5-(4-phenyl-4-((piperidin-4-ylamino)methyl)piperidin-1-yl)pyridazin-3-yl)phenol C1(=CC=CC=C1)C1(CCN(CC1)C=1C=C(N=NC1)C1=C(C=CC=C1)O)CNC1CCNCC1